C(C)(=O)C1=C(N(C2=C(C=CC(=C2C1=O)Cl)Br)S(=O)(=O)C1=CC=C(C=C1)C(C)(C)C)S(=O)C 3-acetyl-8-bromo-1-((4-(tert-butyl)phenyl)sulfonyl)-5-chloro-2-(methylsulfinyl)quinolin-4(1H)-one